(cyclohexyl-(5-phenylthiazole-2-yl)methyl)-4-methylaniline C1(CCCCC1)C(C=1SC(=CN1)C1=CC=CC=C1)NC1=CC=C(C=C1)C